(3S,4S)-1-cyclopropylmethyl-4-{[5-(2,4,6-trifluoro-phenyl)-isoxazole-3-carbonyl]-amino}-piperidine-3-carboxylic acid (1-pyrimidin-2-yl-cyclopropyl)-amide N1=C(N=CC=C1)C1(CC1)NC(=O)[C@H]1CN(CC[C@@H]1NC(=O)C1=NOC(=C1)C1=C(C=C(C=C1F)F)F)CC1CC1